4-[4-Cyano-3-hydroxy-6-(2,3,6-trifluoro-benzyl)-pyridin-2-yl]-4-oxo-butyric acid C(#N)C1=C(C(=NC(=C1)CC1=C(C(=CC=C1F)F)F)C(CCC(=O)O)=O)O